BrC1=CN=C2N1CCN(C2)C(=O)C2=C(OC=1N=CN=C(C12)NC1(CC1)C)C 5-{3-bromo-5h,6h,7h,8h-imidazo[1,2-a]pyrazine-7-carbonyl}-6-methyl-N-(1-methylcyclopropyl)furo[2,3-d]pyrimidin-4-amine